C12(C(CC(CC1)C2(C)C)OC2C=C(C(O2)=O)Br)C 5-bornyloxy-3-bromo-2(5H)furanone